N-((3S,4S)-1-(5-(3-cyano-6-ethoxypyrazolo[1,5-a]pyridin-4-yl)pyrazin-2-yl)-3-hydroxypiperidin-4-yl)-3-methylpicolinamide C(#N)C=1C=NN2C1C(=CC(=C2)OCC)C=2N=CC(=NC2)N2C[C@@H]([C@H](CC2)NC(C2=NC=CC=C2C)=O)O